C1(=CC=CC=C1)S(=O)(=O)NC(CC=1C=C(C=CC1)C(N)=N)C=1SC2=C(N1)C=C(C=C2)C(F)(F)F 3-{2-Benzenesulfonamido-2-[5-(trifluoromethyl)-1,3-benzothiazol-2-yl]ethyl}benzene-1-carboximidamide